FC(CNC(=O)C=1C=NN2C1C=C(C=C2)C2=CNC=1N=C(N=CC12)NCC)F N-(2,2-difluoroethyl)-5-(2-(ethylamino)-7H-pyrrolo[2,3-d]pyrimidin-5-yl)pyrazolo[1,5-a]pyridine-3-carboxamide